1,2,3-trimethylcyclohexane CC1C(C(CCC1)C)C